ClC=1C=NC=CC1CNC1=NC=NC2=C(C=C(C=C12)C1=CC=C(C=C1)F)OC N-[(3-chloro-4-pyridinyl)methyl]-6-(4-fluorophenyl)-8-methoxy-quinazolin-4-amine